(S)-(3-(1-amino-1,3-dihydrospiro[indene-2,4'-piperidine]-1'-yl)-6-(3-(1-methyl-1H-pyrazol-5-yl)prop-1-yn-1-yl)pyrazin-2-yl)methanol N[C@@H]1C2=CC=CC=C2CC12CCN(CC2)C=2C(=NC(=CN2)C#CCC2=CC=NN2C)CO